N-Hydroxy-5-(1,3-oxazol-5-yl)thiophene ON1COC(=C1)C1=CC=CS1